C1=CC=CC=2C3=CC=CC=C3C3(C12)C1=CC=CC=C1C=1C=CC=CC13 9,9'-SPIROBIFLUORENE